acetyl-[2,2'-bithiophene]-3-formaldehyde C(C)(=O)C=1C(=C(SC1)C=1SC=CC1)C=O